3-cyclopropyl-1-(2-fluoroethyl)aziridine-2-carboxylate C1(CC1)C1C(N1CCF)C(=O)[O-]